C(C)(C)(C)OC(=O)N1C2CN(CC1CC2)C2=NC(=NC1=C(C(=C(C=C21)Cl)Br)F)OC[C@@]21CCCN1C[C@@H](C2)F tert-butyl-3-(7-bromo-6-chloro-8-fluoro-2-(((2R,7aR)-2-fluorotetrahydro-1H-pyrrolizin-7a(5H)-yl)methoxy)quinazolin-4-yl)-3,8-diazabicyclo[3.2.1]octane-8-carboxylate